(2S,4S)-4-fluoro-1-[2-[(3R)-3-[(8-methyl-6-quinolyl)amino]pyrrolidin-1-yl]acetyl]pyrrolidine-2-carbonitrile F[C@H]1C[C@H](N(C1)C(CN1C[C@@H](CC1)NC=1C=C2C=CC=NC2=C(C1)C)=O)C#N